C(#N)C=1C(=NC(=NC1)N[C@H]1CN(CCC1)C1=CC2=C(C=N1)C(=NN2C)NC(C#CC)=O)OC (R)-N-(6-(3-((5-cyano-4-methoxypyrimidin-2-yl)amino)piperidin-1-yl)-1-methyl-1H-pyrazolo[4,3-c]pyridin-3-yl)but-2-ynamide